C(C)(C)(C)N=C=NC(C)N1CCOCC1 1-tert-butyl-3-(1-morpholinoethyl)-carbodiimide